3,5-dichloropyridine ClC=1C=NC=C(C1)Cl